(S)-3-aminoquinuclidine hydrochloride Cl.N[C@@H]1CN2CCC1CC2